1-(4-nitro-1H-indol-3-yl)ethan-1-one [N+](=O)([O-])C1=C2C(=CNC2=CC=C1)C(C)=O